NCCOCCOCCC(=O)NC1=C(C(=O)NC=2SC(=C(N2)C)C)C=CC(=C1)C (3-(2-(2-Aminoethoxy)ethoxy)propionylamino)-N-(4,5-dimethylthiazol-2-yl)-4-methylbenzamide